(acetoxy(phenyl)-iodanyl)acetate C(C)(=O)OI(C1=CC=CC=C1)CC(=O)[O-]